CC1=CC2=C(C3=CC(=CC=C3C(=C2C=C1)C(=O)OC(C)C)C)C(=O)OC(C)C 2,7-dimethyl-9,10-bis(isopropyloxycarbonyl)anthracene